BrC=1C=CC=2N(C3=CC=C(C=C3C2C1)Br)C1C(CCCC1)C1=NC(=NC(=N1)C1=CC=CC=C1)C1=CC=CC=C1 3,6-dibromo-9-(2-(4,6-diphenyl-1,3,5-triazine-2-yl)cyclohexyl)-9H-carbazole